1,2-dibromo-4,5-dimethoxybenzene BrC1=C(C=C(C(=C1)OC)OC)Br